3-methyl-2-(6-((2-methylpiperidin-3-yl)amino)pyridazin-3-yl)-5-(trifluoromethyl)phenol CC=1C(=C(C=C(C1)C(F)(F)F)O)C=1N=NC(=CC1)NC1C(NCCC1)C